NC1=NC(=C2N=C(N(C2=N1)CC(=O)NC1=CC(=NN1CC)C)C1=CC=C(C=C1)C#N)NC1=CC=C(C=C1)N 2-(2-amino-6-((4-aminophenyl)amino)-8-(4-cyanophenyl)-9H-purin-9-yl)-N-(1-ethyl-3-methyl-1H-pyrazol-5-yl)acetamide